5-methyl-4-oxo-7-[3-(pyridin-4-yl)azetidin-1-yl]-1-(1,2,4-thiadiazol-5-yl)-1,4-dihydro-1,8-naphthyridine-3-carboxylic acid CC1=C2C(C(=CN(C2=NC(=C1)N1CC(C1)C1=CC=NC=C1)C1=NC=NS1)C(=O)O)=O